ClC=1C=C(C=CC1Cl)C(CNC(OC(C)(C)C)=O)O tert-butyl (2-(3,4-dichlorophenyl)-2-hydroxyethyl)carbamate